SC(CCC1=CC=CC=C1)S dimercaptoethyl-phenyl-methane